NC1=C2C(=NC=N1)N(N=C2C2=CC=C(C=C2)OC2=CC=CC=C2)C2CCC(CC2)NC(C#CC)=O N-((1s,4s)-4-(4-amino-3-(4-phenoxyphenyl)-1H-pyrazolo[3,4-d]pyrimidin-1-yl)cyclohexyl)but-2-ynamide